ClC=1C=CC(=C(C1)C1=NC(=C2N=CN(C2=N1)CC1=CC=C(C=C1)OC)OC1=CC=CC=C1)F 2-(5-chloro-2-fluorophenyl)-9-(4-methoxybenzyl)-6-phenoxy-9H-purine